BrC=1C=2N(C=C(C1)C1CC1)N=C(N2)CN (8-bromo-6-cyclopropyl-[1,2,4]triazolo[1,5-a]pyridin-2-yl)methanamine